(R)-2-((amino(4-nitrophenyl)methyl)amino)ethane-1-thiol N[C@@H](C1=CC=C(C=C1)[N+](=O)[O-])NCCS